3-(3-Chloro-4-morpholino-anilino)-5-(methylamino)-6-(1-methylbenzimidazol-4-yl)pyrazine-2-carboxamide ClC=1C=C(NC=2C(=NC(=C(N2)NC)C2=CC=CC=3N(C=NC32)C)C(=O)N)C=CC1N1CCOCC1